C(CCCC)OC(=O)C=1C2=C(OC1)C1=CC=CC=C1C=C2 naphtho[1,2-b]furan-3-carboxylic acid pentyl ester